dipropylmalonic acid mono-n-propyl ester C(CC)OC(C(C(=O)O)(CCC)CCC)=O